[5-(chloromethyl)-1,3-thiazol-2-yl]-2-methylpyridine ClCC1=CN=C(S1)C=1C(=NC=CC1)C